C(C=C)C1(C(N2N(C1)CCC2C2=CC(=CC=C2)F)=O)C 6-allyl-3-(3-fluorophenyl)-6-methyl-1,2,3,7-tetrahydropyrazolo[1,2-a]pyrazol-5-one